C(O[C@@H]1C2(CCC(C1)(CC2)NC(COC2=CC(=C(C=C2)Cl)F)=O)NC(COC2=CC(=C(C=C2)Cl)F)=O)(OC)=O (2S)-1,4-bis[2-(4-chloro-3-fluorophenoxy)acetamido]bicyclo[2.2.2]octan-2-yl Methyl Carbonate